ClC=1SC(=CC1CCNC=1N(CCN1)CCO)Cl 2-(2-{[2-(2,5-dichlorothiophen-3-yl)ethyl]amino}-4,5-dihydro-1H-imidazol-1-yl)ethan-1-ol